1-[1-(4-chloro-2-methylbenzyl)-1H-indazol-3-yl]ethanol ClC1=CC(=C(CN2N=C(C3=CC=CC=C23)C(C)O)C=C1)C